FC1=C(C=C(C=C2OC(C3=CC=CC=C23)=O)C=C1)C(=O)N1CC(C1)C(=O)N1CCCC1 (4-fluoro-3-(3-(pyrrolidine-1-carbonyl)azetidine-1-carbonyl)benzylidene)isobenzofuran-1(3H)-one